FC(C=1C(=NC(=NC1)C(=O)OC)C)F methyl 5-(difluoromethyl)-4-methylpyrimidine-2-carboxylate